ClC1=CC(=C(C=N1)C1=C(C2=C(N=CN=C2NC(OC(C)(C)C)=O)N1COCC[Si](C)(C)C)I)OCCO tert-butyl N-{6-[6-chloro-4-(2-hydroxyethoxy)pyridin-3-yl]-5-iodo-7-{[2-(trimethylsilyl)ethoxy]methyl}-7H-pyrrolo[2,3-d]pyrimidin-4-yl}carbamate